4-((1-(3-(7-fluoro-5-methyl-1-oxo-1,2-dihydroisoquinolin-3-yl)propionyl)piperidin-4-yl)oxy)benzonitrile FC1=CC(=C2C=C(NC(C2=C1)=O)CCC(=O)N1CCC(CC1)OC1=CC=C(C#N)C=C1)C